((2-(2,6-dioxopiperidin-3-yl)-1-oxoisoindol-5-yl)methyl)pyridazine-3-carboxamide O=C1NC(CCC1N1C(C2=CC=C(C=C2C1)CC1=C(N=NC=C1)C(=O)N)=O)=O